1-deoxy-1-(n-octylamino)-D-Glucitol C(CCCCCCC)NC[C@H](O)[C@@H](O)[C@H](O)[C@H](O)CO